OC(CC(=O)OCC(CC(CCCC)CC)C(CC)CCCC)CC(=O)OCCCCC(C(F)(F)F)(F)F 1-(4-Ethyl-2-(Heptan-3-yl) octyl) 5-(5,5,6,6,6-pentafluorohexyl) 3-hydroxyglutarate